C(C1=CC=CC=C1)OC1=C(C(OC12CCC(CC2)OCCOCCN2CCN(CC2)CCOCCOCC(=O)OC(C)(C)C)=O)C2=C(C=C(C=C2C)C)C tert-butyl 2-(2-(2-(4-(2-(2-(((5r,8r)-4-(benzyloxy)-3-mesityl-2-oxo-1-oxaspiro[4.5]dec-3-en-8-yl)oxy)ethoxy)ethyl)piperazin-1-yl)ethoxy)ethoxy)acetate